N-(benzyloxycarbonyl)proline 5-norbornen-2-yl-acetate C12C(CC(C=C1)C2)CC(=O)O.C(C2=CC=CC=C2)OC(=O)N2[C@@H](CCC2)C(=O)O